CS(=O)O.C(C)N(CC)CC triethylamine methanesulfinate